tert-butyl 4-[[4-[3-(2,6-dibenzyloxy-3-pyridyl)-2-oxo-1,3-benzoxazol-6-yl]piperazin-1-yl]methyl]piperidine-1-carboxylate C(C1=CC=CC=C1)OC1=NC(=CC=C1N1C(OC2=C1C=CC(=C2)N2CCN(CC2)CC2CCN(CC2)C(=O)OC(C)(C)C)=O)OCC2=CC=CC=C2